C(C)OC1(C=CC(=CN1)C=1C=NNC1)F 6-ethoxy-4-(6-fluoropyridin-3-yl)-1H-pyrazole